ClC1=C(N(N=C1)C)C=1C=C(C=CC1OC)NC(=O)NC1=CC(=CC=C1)Cl 1-[3-(4-Chloro-2-methyl-2H-pyrazol-3-yl)-4-methoxy-phenyl]-3-(3-chloro-phenyl)-urea